N1=CC=CC2=CC=C3C=CC=NC3=C12.[Pt] platinum phenanthroline